N[C@H](C(=O)N[C@H](C(=O)OCC)CC(CC=C)C(NC)=O)CC(C)C ethyl (2S)-2-((S)-2-amino-4-methylpentanamido)-4-(methylcarbamoyl)hept-6-enoate